C(CC1=CC=CC=C1)C1CC(NCC1)C(=O)N[C@H]1[C@@H]([C@@H]([C@H](C1)O)O)O 4-phenethyl-N-((1R,2S,3R,4S)-2,3,4-trihydroxycyclopentyl)piperidine-2-carboxamide